O1CN=CN=CC=CC=CN=CC=C1 oxa[3,5,11]triazacyclotetradecin